5-bromo-2-(1-((2-(trimethylsilyl)ethoxy)methyl)-1H-imidazol-2-yl)pyridine BrC=1C=CC(=NC1)C=1N(C=CN1)COCC[Si](C)(C)C